IC=1C=C(C[C@H](N)C(=O)O)C=C(C1O)I 3,5-di-Iodo-L-tyrosine